N[C@H](C(=O)NC1CCN(CC1)C1=NC(=C(C(=C1C#N)CC)C#N)SC(C(=O)N)C1=CC=CC=C1)CO (2S)-2-amino-N-(1-(6-((2-amino-2-oxo-1-phenylethyl)sulfanyl)-3,5-dicyano-4-ethylpyridin-2-yl)piperidin-4-yl)-3-hydroxypropanamide